N1=C(C=C(C=C1)*)C1=NC=CC=C1 2,2'-bipyridin-4-yl